1-(3-(3-Methoxypropyl)-1-((4'-(methylsulfonyl)-[1,1'-biphenyl]-4-yl)methyl)-1H-indol-5-yl)-5-methyl-1H-pyrazol-3-carboxamid COCCCC1=CN(C2=CC=C(C=C12)N1N=C(C=C1C)C(=O)N)CC1=CC=C(C=C1)C1=CC=C(C=C1)S(=O)(=O)C